glyceroyl-CoA C(C(O)CO)(=O)SCCNC(CCNC([C@@H](C(COP(OP(OC[C@@H]1[C@H]([C@H]([C@@H](O1)N1C=NC=2C(N)=NC=NC12)O)OP(=O)(O)O)(=O)O)(=O)O)(C)C)O)=O)=O